(S)-6-(2-(2-aminoethoxy)-4-methoxyphenyl)-N-(2-(2-cyano-4,4-difluoropyrrolidin-1-yl)-2-oxoethyl)quinoline-4-carboxamide 2,2,2-trifluoroacetate FC(C(=O)O)(F)F.NCCOC1=C(C=CC(=C1)OC)C=1C=C2C(=CC=NC2=CC1)C(=O)NCC(=O)N1[C@@H](CC(C1)(F)F)C#N